4-hydroxy-6-[5-methyl-1-[1-(oxetan-3-yl)-4-piperidinyl]triazol-4-yl]pyrazolo[1,5-a]pyridine-3-carbonitrile OC=1C=2N(C=C(C1)C=1N=NN(C1C)C1CCN(CC1)C1COC1)N=CC2C#N